1-pentylmethylthiophenium C(CCCC)C[S+]1C=CC=C1